2-vinylpyrimidine-5-carboxamide C(=C)C1=NC=C(C=N1)C(=O)N